N-{2-benzyl-2-azaspiro[3.3]heptan-6-yl}-3-(5-cyanopyrimidin-2-yl)-3,8-diazabicyclo[3.2.1]octane-5-carboxamide C(C1=CC=CC=C1)N1CC2(C1)CC(C2)NC(=O)C21CN(CC(CC2)N1)C1=NC=C(C=N1)C#N